3-(2,4-Dichlorophenyl)-4-(4-((1-(3-fluoropropyl)azetidin-3-yl)methyl)phenyl)-2H-thiochromen ClC1=C(C=CC(=C1)Cl)C=1CSC2=CC=CC=C2C1C1=CC=C(C=C1)CC1CN(C1)CCCF